2-Amino-3-methoxypyridine-4-thiol NC1=NC=CC(=C1OC)S